1-meth-oxy-2-propanol COCC(C)O